Pyrazolo[3,4-D]pyrimidin-6-yl-sulfonamide N1N=CC=2C1=NC(=NC2)S(=O)(=O)N